ClC1=C(C(=O)NC2CC(C2)C(=O)O)C=CC(=C1)NC(=O)C=1N(C(=CN1)C1=C(C(=C(C=C1)OC)F)F)C 3-[[2-chloro-4-[[5-(2,3-difluoro-4-methoxy-phenyl)-1-methyl-imidazole-2-carbonyl]amino]benzoyl]amino]cyclobutanecarboxylic acid